N-phenyl-N'-tert-butyl-p-phenylenediamine C1(=CC=CC=C1)NC1=CC=C(C=C1)NC(C)(C)C